(rac)-6-(6-(tert-butyl)pyridin-2-yl)-2-azaspiro[3.4]Octane-2-carboxylic acid C(C)(C)(C)C1=CC=CC(=N1)[C@H]1CC2(CN(C2)C(=O)O)CC1 |r|